N1C=NC=2N=CN=C3C(C21)=NC=N3 diimidazo[4,5-d:4',5'-f]-[1,3]diazepine